DIMETHYLMERCURY C[Hg]C